1-(4-chlorobenzyl)-3-(6-(pyrimidin-2-ylmethyl)spiro[3.3]heptan-2-yl)urea ClC1=CC=C(CNC(=O)NC2CC3(C2)CC(C3)CC3=NC=CC=N3)C=C1